FC1=C(CCl)C(=CC(=C1F)F)F 2,3,4,6-tetrafluorobenzyl chloride